4-aminooxan-3-ol hydrochloride Cl.NC1C(COCC1)O